NCCCOC=1C=C(CN2CCCCC2)C=CC1 [3-(3-aminopropoxy)-benzyl]piperidine